[Si](C)(C)(C(C)(C)C)OCC1=CC(=NC=C1)C1=CN=C2N1N=C(C=C2)NC(C)C2=C(C=CC(=C2)F)OCC2=CC=C(C=C2)OC 3-(4-(((tert-butyldimethylsilyl)oxy)methyl)pyridine-2-yl)-N-(1-(5-fluoro-2-((4-methoxybenzyl)oxy)phenyl)ethyl)imidazo[1,2-b]pyridazin-6-amine